C(C)(C)(C)OC(=O)O[C@@H]1[C@H]([C@H](N(C1)C(=O)OC(C)(C)C)CC1=CC=C(C=C1)C1=CN=C(S1)C(F)(F)F)OC(=O)OC1=CC=C(C=C1)[N+](=O)[O-] tert-butyl (2R,3S,4S)-4-[(tert-butoxycarbonyl)oxy]-3-[(4-nitrophenoxycarbonyl)oxy]-2-({4-[2-(trifluoromethyl)-1,3-thiazol-5-yl]phenyl}methyl)pyrrolidine-1-carboxylate